5-(ethylsulfanyl)-6-(2-(trifluoromethyl)pyrazolo[1,5-a]pyrimidin-5-yl)nicotinonitrile C(C)SC=1C(=NC=C(C#N)C1)C1=NC=2N(C=C1)N=C(C2)C(F)(F)F